monopentyl sulfate S(=O)(=O)(OCCCCC)[O-]